Cl.NC/C(/CN1N=C2N(C=CC(=C2)C2=CC=C3C=NNC3=C2)C1=O)=C\F 2-[(2E)-2-(aminomethyl)-3-fluoroprop-2-en-1-yl]-7-(1H-indazol-6-yl)[1,2,4]triazolo[4,3-a]pyridin-3(2H)-one hydrochloride